5-phenylpyrazin C1(=CC=CC=C1)C=1N=CC=NC1